CC1=CC=C(CN2CC(=C(C(=O)Br)C=C2)O)C=C1 1-(4-methylbenzyl)-3-hydroxyisonicotinic acid bromide